8-bromo-3,4-dihydro-1H-1,4-benzodiazepine BrC1=CC2=C(CNCCN2)C=C1